butyl 3-(5-(5-(1-acetamido-3-cyclopropyl-1-(pyridin-3-yl)propyl)-2-fluorophenylcarbamoyl)-3-(trifluoromethyl)-1H-pyrazol-1-yl)benzylcarbamate C(C)(=O)NC(CCC1CC1)(C=1C=NC=CC1)C=1C=CC(=C(C1)NC(=O)C1=CC(=NN1C=1C=C(CNC(OCCCC)=O)C=CC1)C(F)(F)F)F